tert-butyl ((1-(2-(4-fluorophenyl)-2-oxoethyl)piperidin-4-yl)methyl)carbamate FC1=CC=C(C=C1)C(CN1CCC(CC1)CNC(OC(C)(C)C)=O)=O